CN1CCN(CC1)C1=CC(=NC=C1)NC=1SC2=NC(=CC=C2N1)C=1C=NNC1 N-(4-(4-methylpiperazin-1-yl)pyridin-2-yl)-5-(1H-pyrazol-4-yl)thiazolo[5,4-b]pyridin-2-amine